3-(4-methylpiperazin-1-yl)propionamide CN1CCN(CC1)CCC(=O)N